OC(C(=O)[O-])C 2-hydroxypropanoate